5-HYDROXY-6-METHYL-2-PYRIDINECARBOXALDEHYDE OC=1C=CC(=NC1C)C=O